CC1=CC=C(N=N1)NC1=CC2=C(N(C=N2)C2=CC=C(C(=N2)C=2C(=NN(C2)CC(F)(F)F)C)C(C)=O)C=C1 1-[6-[5-[(6-methylpyridazin-3-yl)amino]benzimidazol-1-yl]-2-[3-methyl-1-(2,2,2-trifluoroethyl)pyrazol-4-yl]-3-pyridyl]ethanone